Br[C@@]1(O)[C@H](OC(C)=O)[C@@H](OC(C)=O)[C@@H](OC(C)=O)[C@H](O1)COC(C)=O bromo-2,3,4,6-tetra-O-acetyl-alpha-D-galactose